3-[3-[3-[4-(4-Methylpiperazin-1-yl)phenyl]-3-oxoprop-1-enyl]phenyl]prop-2-enoic acid CN1CCN(CC1)C1=CC=C(C=C1)C(C=CC=1C=C(C=CC1)C=CC(=O)O)=O